C(C(O)C1=CC=CC=C1)#N DL-mandelonitrile